4-(propane-2-yloxy)piperidine CC(C)OC1CCNCC1